CC(C(=O)[O-])(C)OC Methylmethoxypropionate